2-methyl-6-(2,3,5,6-tetrafluoro-4'-(thiomorpholinomethyl)-[1,1'-biphenyl]-4-yl)-1H-benzo[d]imidazole-4-carboxylic acid CC1=NC2=C(N1)C=C(C=C2C(=O)O)C2=C(C(=C(C(=C2F)F)C2=CC=C(C=C2)CN2CCSCC2)F)F